[N+](=O)([O-])C1=C(C=CC(=C1)Cl)C1=NN=NN1 5-(2-nitro-4-chlorophenyl)-1H-tetrazole